[Zn].[Fe].[Ca] calcium-iron-zinc